methyl (S)-1-((S)-3-(3-bromo-5-(difluoromethyl)phenyl)-2-((tert-butoxycarbonyl)amino)propanoyl)hexahydropyridazine-3-carboxylate BrC=1C=C(C=C(C1)C(F)F)C[C@@H](C(=O)N1N[C@@H](CCC1)C(=O)OC)NC(=O)OC(C)(C)C